9H-carbazole-1,3,6,8-d4 C1(=CC(=CC=2C3=CC(=CC(=C3NC12)[2H])[2H])[2H])[2H]